5-((2-chloropyridin-4-yl)oxy)-4-phenyl-2-vinyl-thiazole ClC1=NC=CC(=C1)OC1=C(N=C(S1)C=C)C1=CC=CC=C1